tert-butyl 6-[7-[4-fluoro-2-[2-[3-oxo-3-(1-piperidyl)propoxy]ethoxy]phenyl]thieno[2,3-d]pyridazin-4-yl]-3,4-dihydro-1H-isoquinoline-2-carboxylate FC1=CC(=C(C=C1)C=1N=NC(=C2C1SC=C2)C=2C=C1CCN(CC1=CC2)C(=O)OC(C)(C)C)OCCOCCC(N2CCCCC2)=O